OB1OC2=C(C[C@@H]1NC(C(C1=CC=C(C=C1)P(=O)(O)O)NC(=O)C1=CN=CNC1=O)=O)C=CC=C2C(=O)O (3R)-2-hydroxy-3-(2-(6-oxo-1,6-dihydropyrimidine-5-carboxamido)-2-(4-phosphonophenyl)acetamido)-3,4-dihydro-2H-benzo[e][1,2]oxaborinine-8-carboxylic acid